2-{6-[6-formyl-1-oxo-4-(trifluoromethyl)-3H-isoindol-2-yl]-4-[2-(4-methyl-1,2,4-triazol-3-yl)phenyl]pyridin-2-yl}-3-oxo-7-(trifluoromethyl)-1H-isoindole-5-carbaldehyde C(=O)C1=CC(=C2CN(C(C2=C1)=O)C1=CC(=CC(=N1)N1CC2=C(C=C(C=C2C1=O)C=O)C(F)(F)F)C1=C(C=CC=C1)C1=NN=CN1C)C(F)(F)F